N-[(2E)-3-[(3-fluoro-4-methoxyphenyl)(imino)oxo-λ6-sulfanyl]prop-2-en-1-yl]-3-oxo-2H,3H,5H,6H,7H-cyclopenta[c]pyridine-4-carboxamide FC=1C=C(C=CC1OC)S(/C=C/CNC(=O)C1=C2C(=CNC1=O)CCC2)(=O)=N